tert-butyl 6-(5-(2-(tert-butoxy)-2-oxoethoxy)pyrimidin-2-yl)-2,6-diazaspiro[3.3]heptane-2-carboxylate C(C)(C)(C)OC(COC=1C=NC(=NC1)N1CC2(CN(C2)C(=O)OC(C)(C)C)C1)=O